C=1N=CN2C1C1=CC=CC=C1[C@H]2[C@H](C(C)C)O (S)-1-((S)-5H-imidazo[5,1-a]isoindol-5-yl)-2-methylpropan-1-ol